C(C)OC(=C)C=1C(=NC=C(N1)OC)C1=NC=CC=N1 3-(1-ethoxyvinyl)-5-methoxy-2-pyrimidin-2-yl-pyrazine